1,4-bismaleimidylnaphthalene-2-carboxylic acid C1(C=CC(N1C1=C(C=C(C2=CC=CC=C12)N1C(C=CC1=O)=O)C(=O)O)=O)=O